1,1,1,2-tetrafluoro-3-chloropropane FC(C(CCl)F)(F)F